(Z)-5-hexadecenoic acid methyl ester COC(CCC\C=C/CCCCCCCCCC)=O